ClC=1C=CC(=C(C1)CC(=O)NC1=CCN(C=C1)C(CC)(C)C)O 4-[[2-(5-Chloro-2-hydroxyphenyl)acetyl]amino]-N-(1,1-dimethylpropyl)pyridin